4,5-didodecyl-catechol methyl-p-hydroxybenzoate (methyl-p-hydroxybenzoate) CC1=C(C(=O)OC=2C(OC(C3=C(C=C(C=C3)O)C)=O)=CC(=C(C2)CCCCCCCCCCCC)CCCCCCCCCCCC)C=CC(=C1)O